N1(CCOCC1)CC1=CC=C(C=C1)[C@H](C)NC(CC)=O N-[(S)-1-(4-morpholin-4-ylmethyl-phenyl)-ethyl]-propionamide